C1(=CC=CC=C1)C1C(N=CC1)=O 3-phenyl-5-pyrrolinone